4-propyl-5-(4-Pyridyl)-2(3h)-oxazolone C(CC)C=1NC(OC1C1=CC=NC=C1)=O